C(C(NCCNCCNCCNC(CC(=O)O)C(=O)O)C(=O)O)C(=O)O 3,6,9,12-tetraazatetradecane-1,2,13,14-tetracarboxylic acid